C(C1=CC=CC=C1)NC[C@H](C(=O)O)NC(=O)OC(C)(C)C (R)-3-(benzylamino)-2-((tert-butoxycarbonyl)amino)propionic acid